C(C)(C)C1=C(C=CC=C1)C=1N=C(C2=C(N1)C=CO2)NCC=2C=C1CCN(C(C1=CC2)=O)C 6-(((2-(2-Isopropylphenyl)furo[3,2-d]pyrimidin-4-yl)amino)methyl)-2-methyl-3,4-dihydroisoquinolin-1(2H)-one